CCCCCCCCCCCCCCCCCCCCCCC(C(=O)N[C@@H](CO)[C@@H]([C@@H](CCCCCCCCCCC(C)C)O)O)O The molecule is a N-acyl-4-hydroxy-15-methylhexadecasphinganine in which the acyl group has 24 carbons and 0 double bonds and is 2-hydroxylated. It derives from a 15-methylhexadecaphytosphingosine.